N1C(=NC=C1)C(=O)C1=NC(=CC=C1)C(=O)C=1NC=CN1 2,6-diimidazoylpyridine